tert-butyl 6-[8-(1,3-benzothiazol-2-ylcarbamoyl)-3,4-dihydro-1H-isoquinolin-2-yl]-3-[3-[2-[(3R)-1-(2-ethoxy-2-oxo-ethyl)pyrrolidin-3-yl]ethoxy]-2-methyl-phenyl]pyridine-2-carboxylate S1C(=NC2=C1C=CC=C2)NC(=O)C=2C=CC=C1CCN(CC21)C2=CC=C(C(=N2)C(=O)OC(C)(C)C)C2=C(C(=CC=C2)OCC[C@@H]2CN(CC2)CC(=O)OCC)C